6-(2,2-difluorocyclopropyl)-N-(8-fluoro-7-(2-hydroxypropane-2-yl)-2-(1-(piperidin-4-ylsulfonyl)piperidin-4-yl)imidazo(1,2-a)pyridine-6-yl)picolinamide FC1(C(C1)C1=CC=CC(=N1)C(=O)NC=1C(=C(C=2N(C1)C=C(N2)C2CCN(CC2)S(=O)(=O)C2CCNCC2)F)C(C)(C)O)F